ClC1=C(CCC2(CN(CCC2)C2=CC(=C(C(=C2)F)S(=O)(=O)N(C2=NC=NC=C2)CC2=C(C=C(C=C2)OC)OC)F)N(C)C)C(=CC=C1)Cl 4-(3-(2,6-Dichlorophenethyl)-3-(dimethylamino)piperidin-1-yl)-N-(2,4-dimethoxybenzyl)-2,6-difluoro-N-(pyrimidin-4-yl)benzenesulfonamide